C1(=CC=CC=C1)C1=CC=2C=CC=C(C2CC1)CCCCCO 5-(6-phenyl-7,8-dihydronaphthalen-1-yl)pentan-1-ol